C1(=CC=CC=C1)S(=O)OC(F)(F)F.[Na] sodium trifluoromethyl benzenesulfinate